FC(C(=O)O)(F)F.COC=1C=2N(C=C(C1)NC(=O)C=1C=CC(=C3C=CN=NC13)N1CCNCC1)C=C(N2)C N-{8-methoxy-2-methylimidazo[1,2-a]pyridin-6-yl}-5-(piperazin-1-yl)cinnoline-8-carboxamide trifluoroacetate